C(C)OC1=CC2=C(C3=CC=C(C=C3N=C2C=C1)[N+](=O)[O-])O 2-ethoxy-6-nitro-9-hydroxyacridine